3-(3-bromo-4-chloro-5-iodophenyl)dibenzo[b,d]furan BrC=1C=C(C=C(C1Cl)I)C=1C=CC2=C(OC3=C2C=CC=C3)C1